C(#N)C1=CC=C(C=C1)C1=CC=C(C=C1)C1=CC(=CC=C1)C=1OC2=C(N1)C(=CC(=C2)C2=CC=CC=C2)C2=CC=CC=C2 2-(4''-cyano-[1,1':4',1'']terphenyl-3-yl)-4,6-diphenyl-benzoxazole